2-(((S)-4-(6-((4-(cyclopropanecarbonyl)-2-fluorobenzyl)oxy)pyridine-2-yl)-2-methylpiperazin-1-yl)methyl)-1-(((S)-oxetan-2-yl)methyl)-1H-benzo[d]imidazole-6-Formic acid C1(CC1)C(=O)C1=CC(=C(COC2=CC=CC(=N2)N2C[C@@H](N(CC2)CC2=NC3=C(N2C[C@H]2OCC2)C=C(C=C3)C(=O)O)C)C=C1)F